5-(1H-imidazol-1-yl)-N-((1r,4r)-4-(methylcarbamoyl)cyclohexyl)-1H-pyrazolo[3,4-c]pyridine-7-carboxamide N1(C=NC=C1)C=1C=C2C(=C(N1)C(=O)NC1CCC(CC1)C(NC)=O)NN=C2